C(#N)C1=C(OCCOCCOCCOCCOCC(=O)O)C=CC(=C1)\C=C\S(=O)(=O)F (E)-14-(2-cyano-4-(2-(fluorosulfonyl)vinyl)phenoxy)-3,6,9,12-tetraoxatetradecanoic acid